furochroman O1CCCC2=CC=C3C(=C12)C=CO3